O1C(OCCC1)CC[C@H](C=1C(=NC=C(C1)F)OC)N[S@](=O)C(C)(C)C (R)-N-((R)-3-(1,3-dioxane-2-yl)-1-(5-fluoro-2-methoxypyridin-3-yl)propyl)-2-methylpropan-2-sulfinamide